3-(2-chloro-4-(difluoromethoxy)phenoxy)-N-(3-(methylsulfonyl)phenyl)-6-(trifluoromethyl)pyridazine-4-carboxamide ClC1=C(OC=2N=NC(=CC2C(=O)NC2=CC(=CC=C2)S(=O)(=O)C)C(F)(F)F)C=CC(=C1)OC(F)F